tert-butyl N-[(1S)-1-{[2,5-dichloro-4-(hydroxymethyl)phenyl]carbamoyl}ethyl]carbamate ClC1=C(C=C(C(=C1)CO)Cl)NC(=O)[C@H](C)NC(OC(C)(C)C)=O